4-bromo-3-(1H-1,2,4-triazol-5-yl)thiophen-2-amine BrC=1C(=C(SC1)N)C1=NC=NN1